2-((2S,4R)-4-Amino-1-(6-(trifluoromethyl)imidazo[1,2-a]pyridin-2-carbonyl)pyrrolidin-2-yl)-N-((S)-6-guanidino-1-(methylamino)-1-oxohexan-2-yl)thiazol-4-carboxamid N[C@@H]1C[C@H](N(C1)C(=O)C=1N=C2N(C=C(C=C2)C(F)(F)F)C1)C=1SC=C(N1)C(=O)N[C@H](C(=O)NC)CCCCNC(=N)N